N-(bis(3-(tributylsilyl)phenyl)phosphaneyl)-N-isopropyl-1-(2-methoxyphenyl)-1-(3-(tributylsilyl)phenyl)phosphanamine C(CCC)[Si](C=1C=C(C=CC1)P(N(P(C1=CC(=CC=C1)[Si](CCCC)(CCCC)CCCC)C1=C(C=CC=C1)OC)C(C)C)C1=CC(=CC=C1)[Si](CCCC)(CCCC)CCCC)(CCCC)CCCC